5-(3-ethoxy-3-oxopropyl)pyridine-2-carboxylic acid trifluoroacetate FC(C(=O)O)(F)F.C(C)OC(CCC=1C=CC(=NC1)C(=O)O)=O